(8-(methylamino)-5-(oxazolo[5,4-b]pyridin-2-yl)-2,7-naphthyridin-3-yl)cyclopropanecarboxamide CNC=1N=CC(=C2C=C(N=CC12)C1(CC1)C(=O)N)C=1OC2=NC=CC=C2N1